4-(1,1-dimethylethyl)-2,6-dimethylphenol CC(C)(C)C1=CC(=C(C(=C1)C)O)C